2,7-Dichloro-8-fluoro-4-(7-fluoro-2-azabicyclo[4.1.0]heptan-2-yl)pyrido[4,3-d]pyrimidine ClC=1N=C(C2=C(N1)C(=C(N=C2)Cl)F)N2C1C(C1CCC2)F